1-([1,1'-Biphenyl]-3-yl)cyclopropanamine C1(=CC(=CC=C1)C1(CC1)N)C1=CC=CC=C1